C(#N)C=1C=C(C=C(C1)F)[C@H]1N(OC(C1)O)C(=O)OC(C)(C)C tert-butyl (3S)-3-(3-cyano-5-fluoro-phenyl)-5-hydroxy-isoxazolidine-2-carboxylate